(2R)-4,4-Difluoro-2-(4-fluorophenyl)-N-{4-[6-methyl-3-(pyridin-2-yl)-1H-pyrrolo[3,2-b]pyridin-2-yl]pyridin-2-yl}butanamid FC(C[C@@H](C(=O)NC1=NC=CC(=C1)C1=C(C2=NC=C(C=C2N1)C)C1=NC=CC=C1)C1=CC=C(C=C1)F)F